1-fluoro-5-(1H-pyrazol-1-yl)-2-naphthoic acid FC1=C(C=CC2=C(C=CC=C12)N1N=CC=C1)C(=O)O